C(C)(C)(C)OC(=O)N1CC(CC1)(C)OCCN(C(=S)NC(=O)OCC)C1=C(NC=C1)C(=O)OCC ethyl 3-(1-(2-((1-(tert-butoxycarbonyl)-3-methylpyrrolidin-3-yl) oxy) ethyl)-3-(ethoxycarbonyl) thioureido)-1H-pyrrole-2-carboxylate